(S)-2-(2,6-dichlorobenzoylamino)-3-(5-(1,5-dimethyl-2-oxo-1,2-dihydropyridin-3-yl)quinolin-8-yl)propionic acid ClC1=C(C(=O)N[C@H](C(=O)O)CC=2C=CC(=C3C=CC=NC23)C=2C(N(C=C(C2)C)C)=O)C(=CC=C1)Cl